FC1(CCC(CC1)(O)CCO)F 4,4-difluoro-1-(2-hydroxyethyl)cyclohexan-1-ol